3-methyl-5-[(3S)-oxolan-3-yloxy]pyridin-2-ylbut-2-ynamide CC=1C(=NC=C(C1)O[C@@H]1COCC1)CC#CC(=O)N